CN1CCC(CC1)OC1=C(C=CC=C1)C=1C2=C(N=C(N1)N)NC=C2 (((1-methylpiperidin-4-yl)oxy)phenyl)-2-amino-7H-pyrrolo[2,3-d]pyrimidine